CC=1C(=CN2C=NC(=CC21)N)C2=CC=NC=C2 5-methyl-6-(pyridin-4-yl)pyrrolo[1,2-c]pyrimidin-3-amine